C(C)N1C=NC=C1CN1C=NC2=C1C=C(C=C2OC)C(=O)O 1-(1-ethyl-1H-imidazol-5-ylmethyl)-4-methoxy-1H-benzo[d]imidazole-6-carboxylic acid